di-[4-(N,N-di-p-tolylamino)-phenyl]cyclohexane vanadium compound with water O.[V].C1(=CC=C(C=C1)N(C1=CC=C(C=C1)C)C1=CC=C(C=C1)C1(CCCCC1)C1=CC=C(C=C1)N(C1=CC=C(C=C1)C)C1=CC=C(C=C1)C)C